1,2,3-trimethylbutyl methacrylate C(C(=C)C)(=O)OC(C(C(C)C)C)C